C(C=C)(=O)OC(C(OC(C=C)=O)COC(C=C)=O)OCCC propoxyl-glycerol triacrylate